COC=1C(C=CN2CC3OCCC(N3C(C21)=O)C)=O 3,4,6,8,12,12A-hexahydro-7-methoxy-4-methyl-6,8-dioxo-2H-pyrido[1',2':4,5]pyrazino[2,1-B][1,3]oxazine